ClC1=C(C(=C(N=N1)C1=C(C=C(C=O)C=C1)OCOCC)C1CCCCC1)C1CCCCC1 4-(6-chloro-4,5-dicyclohexylpyridazin-3-yl)-3-(ethoxymethoxy)benzaldehyde